FC1=C(C=CC(=C1)F)NC(=S)N (2,4-difluorophenyl)thiourea